C(C)C1=NC(=NC(=N1)C(Cl)(Cl)Cl)C(Cl)(Cl)Cl 2-ethyl-4,6-bis(trichloromethyl)-1,3,5-triazine